N-Chloroacetyl-glycine ClCC(=O)NCC(=O)O